2-(2-((3r,4r)-3-amino-4-fluoropiperidin-1-yl)-5,6-difluoro-1H-benzo[d]imidazol-1-yl)-1-((1r,5s)-3-azabicyclo[3.1.0]hex-3-yl)ethanone N[C@@H]1CN(CC[C@H]1F)C1=NC2=C(N1CC(=O)N1C[C@@H]3C[C@@H]3C1)C=C(C(=C2)F)F